(R)-2-hydroxy-2-phenylpropanoic acid O[C@](C(=O)O)(C)C1=CC=CC=C1